4-(dimethylamino)piperidin CN(C1CCNCC1)C